4-(2-(Dimethylamino)ethoxy)-N-(quinoxalin-6-ylmethyl)pyridin-3-amine CN(CCOC1=C(C=NC=C1)NCC=1C=C2N=CC=NC2=CC1)C